methyl 2-(4-methoxyphenyl)-2-oxoacetate COC1=CC=C(C=C1)C(C(=O)OC)=O